FC(C=1C(=C(C=CC1)[C@@H](C)NC=1C2=C(N=C(N1)C)C=NC(=C2)N2C[C@H](CC2)N(C)C)F)F N-{(1R)-1-[3-(difluoromethyl)-2-fluorophenyl]ethyl}-6-[(3S)-3-(dimethylamino)pyrrolidin-1-yl]-2-methylpyrido[3,4-d]pyrimidin-4-amine